NC1=NC=C(C2=C1C(=C(N2C)C2=CC=C(C=C2)NC(C(=C)F)=O)C2=CC(=C(C=C2)OC2=NC=C(C(=N2)C)Cl)F)C#N N-(4-(4-amino-3-(4-((5-chloro-4-methylpyrimidin-2-yl)oxy)-3-fluorophenyl)-7-cyano-1-methyl-1H-pyrrolo[3,2-c]pyridin-2-yl)phenyl)-2-fluoroacrylamide